1-(7-(2-methoxy-7-methylquinoxalin-5-yl)-[1,3]dioxolo[4',5':3,4]benzo[1,2-d]thiazol-5-yl)-2,2-dimethylpropan-1-ol COC1=NC2=CC(=CC(=C2N=C1)C=1SC=2C(N1)=C(C=C1C2OCO1)C(C(C)(C)C)O)C